C(CCCCCCC)OC([O-])=O.C(C)[N+](C)(C)C ethyltrimethylammonium octyl-carbonate